(S)-2-(4-((2-Chloro-4-methylpyridin-3-yl)oxy)-8-fluoro-5-((1,1,1-trifluoropropan-2-yl)oxy)pyrido[3,4-d]pyridazin-7-yl)-4-ethyl-5-(hydroxymethyl)-2,4-dihydro-3H-1,2,4-triazol-3-one ClC1=NC=CC(=C1OC=1N=NC=C2C1C(=NC(=C2F)N2N=C(N(C2=O)CC)CO)O[C@H](C(F)(F)F)C)C